[Pd+2].CNC1=C(C=CC=C1)C1=CC=CC=C1 N-methyl-2-phenyl-aniline palladium (2+)